6-fluoro-4-(3-(1-(oxetan-3-yl)-1H-pyrazol-5-yl)-7,8-dihydro-1,6-naphthyridin-6(5H)-yl)quinazoline FC=1C=C2C(=NC=NC2=CC1)N1CC=2C=C(C=NC2CC1)C1=CC=NN1C1COC1